5-(1-(7-acetyl-3-cyclopropyl-5,6,7,8-tetrahydroimidazo[1,5-a]pyrazin-1-yl)-1,2,3,4-tetrahydroquinolin-6-yl)-1-methylpyridin-2(1H)-one C(C)(=O)N1CC=2N(CC1)C(=NC2N2CCCC1=CC(=CC=C21)C=2C=CC(N(C2)C)=O)C2CC2